C(C)OC1=CC=C(C=C1)B(O)O (4-ethoxyphenyl)boronic acid